FC(CN1C=NC(=C1)N)(F)F 1-(2,2,2-trifluoroethyl)-1H-imidazol-4-amine